CC1(CCNCCC1)C1=NOCC(O1)CN1CCCCC1 (4-methylazepan-4-yl)-5-(piperidin-1-ylmethyl)-5,6-dihydro-1,4,2-dioxazine